FC1=CC=C(C=C1)C=1C=C2C(=NC=NC2=C(C1)OC1COC1)NCC=1N=NC(=CC1)C 6-(4-Fluorophenyl)-N-((6-methylpyridazin-3-yl)methyl)-8-(oxetan-3-yloxy)quinazolin-4-amine